FC(C=1N=C(N(C1)COCC[Si](C)(C)C)N1CCC(CC1)CO)(F)F {1-[4-(trifluoromethyl)-1-{[2-(trimethylsilyl)ethoxy]methyl}imidazol-2-yl]piperidin-4-yl}methanol